5-chloro-2-((6-fluoro-2-methylpyridin-3-yl)oxy)-N-(3-((R)-N-((R)-2-hydroxypropionyl)-S-methylaminosulfinyl)phenyl)-4-(trifluoromethyl)benzamide Dimethyl-2-Methylenepentanedioate COC(C(CCC(=O)OC)=C)=O.ClC=1C(=CC(=C(C(=O)NC2=CC(=CC=C2)[S@@](=O)N(C([C@@H](C)O)=O)C)C1)OC=1C(=NC(=CC1)F)C)C(F)(F)F